C(C)OC(=O)[C@@H]1C=CC2=CC(C(C(N12)=O)C(=O)OCC)=O (3S,8aR)-5,7-dioxoindolizine-3,6-dicarboxylic acid diethyl ester